C(#N)C=1C=C(C=CC1F)NC(=O)C=1C=C(N2CCCC12)C(C(N[C@H](C(F)(F)F)C)=O)=O (S)-N-(3-cyano-4-fluorophenyl)-5-(2-oxo-2-((1,1,1-trifluoroprop-2-yl)amino)acetyl)-2,3-dihydro-1H-pyrrolizine-7-carboxamide